COC1=CC=NC(=C1)NC=1SC(=CN1)C=1N=NN(N1)C1=CC=CC=C1 4-methoxy-6-((5-(2-phenyl-2H-tetrazol-5-yl)thiazol-2-yl)amino)pyridine